[K+].C(CCCCCCCCCCCCCCCCC)(=O)[O-] stearic acid, Potassium salt